NCCCNC(=O)[C@@H]1OC(OCC1(C)C)(C)C (R)-2,2,5,5-Tetramethyl-[1,3]dioxane-4-carboxylic acid ((S)-amino-propyl)-amide